CON=C(C(=O)N1CCC(CC1)NC1=CC(=NC=N1)C(=O)N)C 6-((1-(2-(methoxyimino)propionyl)piperidin-4-yl)amino)pyrimidine-4-carboxamide